FC1=CC=C(C=C1)C=1C=C(C(=NC1)CNC(C=C)=O)C=1OC=CN1 N-((5-(4-fluorophenyl)-3-(oxazol-2-yl)pyridin-2-yl)methyl)acrylamide